1-(4-(4-(azidomethyl)phenoxy)phenyl)ethan-1-one N(=[N+]=[N-])CC1=CC=C(OC2=CC=C(C=C2)C(C)=O)C=C1